(S)-N-(1-cyclopropylethyl)-4-morpholino-2-(4-phenyl-1H-pyrazol-1-yl)furo[3,2-d]pyrimidine-6-carboxamide C1(CC1)[C@H](C)NC(=O)C1=CC=2N=C(N=C(C2O1)N1CCOCC1)N1N=CC(=C1)C1=CC=CC=C1